BrC1=NN(C(=C1)C(=O)O)C1=NC=CC=C1Cl 3-bromo-1-(3-chloropyridine-2-yl)-1H-pyrazole-5-carboxylic acid